FC1=C(C=CC(=C1)F)C1=CC(=CC(=C1)OC)[C@H](CC(=O)OCC)NC(=O)NC=1C(N(C=CC1O)C)=O Ethyl (S)-3-(2',4'-Difluoro-5-methoxybiphenyl-3-yl)-3-(3-(4-hydroxy-1-methyl-2-oxo-1,2-dihydropyridin-3-yl)ureido)propanoat